4-methyl-4-(isopropylphenyl-peroxy)-2-pentanone CC(CC(C)=O)(C)OOC1=C(C=CC=C1)C(C)C